2-((2-methyl-1H-benzo[d]imidazol-4-yl)methyl)-6-(methylcarbamoyl)isonicotinic acid CC1=NC2=C(N1)C=CC=C2CC=2C=C(C(=O)O)C=C(N2)C(NC)=O